COC1=C(C=C(C=C1)CC1=CC(=CC=C1)C(F)(F)F)[N+](=O)[O-] 1-Methoxy-2-nitro-4-(3-(trifluoromethyl)benzyl)benzene